4-(3-Chloro-4-(9-(3-chlorobenzyl)-6-(1-methylcyclopropoxy)-9H-purin-8-yl)phenoxy)butanoic acid ClC=1C=C(OCCCC(=O)O)C=CC1C=1N(C2=NC=NC(=C2N1)OC1(CC1)C)CC1=CC(=CC=C1)Cl